FC=1C=C(C=CC1N1C(C(CCC1)NC(=O)NC1=CC=C(C=C1)SC)=O)C1=C(C=CC=C1)S(=O)(=O)C (1-(3-fluoro-2'-(methylsulfonyl)-[1,1'-biphenyl]-4-yl)-2-oxopiperidin-3-yl)-3-(4-(methylthio)phenyl)urea